ClC1=C(C=C2CCCOC2=C1C1=C2C=NN(C2=CC=C1C)C1OCCCC1)N1CC2(CN(C2)C(=O)OC(C)(C)C)CC1 tert-butyl 6-(7-chloro-8-(5-methyl-1-(tetrahydro-2H-pyran-2-yl)-1H-indazol-4-yl) chroman-6-yl)-2,6-diazaspiro[3.4]octane-2-carboxylate